(R)-benzo[d]oxazol-7-yl-(8-methyl-3-(3-methyl-1,2,4-thiadiazol-5-yl)-5,6-dihydro-[1,2,4]triazolo[4,3-a]pyrazin-7(8H)-yl)methanone O1C=NC2=C1C(=CC=C2)C(=O)N2[C@@H](C=1N(CC2)C(=NN1)C1=NC(=NS1)C)C